2-(6-(tert-butoxycarbonyl)-2,6-diazaspiro[3.3]heptan-2-yl)acetic acid C(C)(C)(C)OC(=O)N1CC2(CN(C2)CC(=O)O)C1